C(C1=CC=CC=C1)O[C@H](COS(=O)(=O)C1=CC=C(C=C1)C)C (2S)-2-(benzyloxy)propyl-4-methylbenzene-1-sulfonate